1-methyl-6-(pyrrolidinyl)pyrimidin-2(1H)-one CN1C(N=CC=C1N1CCCC1)=O